C1(=CC=CC=C1)N1CC=2C=C(N=CC2CC1)CN 1-(6-phenyl-5,6,7,8-tetrahydro-2,6-naphthyridin-3-yl)methanamine